ClC1=NC=CC(=C1C)N1C(C=C(C=C1C)OCC1=NC=C(C=C1F)F)=O 2'-chloro-4-[(3,5-difluoropyridin-2-yl)methoxy]-3',6-dimethyl-[1,4'-bipyridin]-2-one